NC(CO)(C)C1=CC(=NC(=C1)C1=CC=C(C=C1)F)OC1[C@@H]2CN(C[C@H]12)C(=O)C1=C(N=C(S1)C1=NC=CC=N1)C ((1R,5S,6s)-6-((4-(2-amino-1-hydroxypropan-2-yl)-6-(4-fluorophenyl)pyridin-2-yl)oxy)-3-azabicyclo[3.1.0]hexan-3-yl)(4-methyl-2-(pyrimidin-2-yl)thiazol-5-yl)methanone